((2r,4S,5r)-4-azido-5-cyclopropyloxy-tetrahydro-2H-pyran-2-yl)((S)-1-(4-fluorophenyl)-3,4-dihydroisoquinolin-2(1H)-yl)methanone N(=[N+]=[N-])[C@H]1C[C@@H](OC[C@@H]1OC1CC1)C(=O)N1[C@H](C2=CC=CC=C2CC1)C1=CC=C(C=C1)F